6'-chloro-N4-(3,3-difluorocyclobutyl)-N4'-((1s,4s)-4-((dimethylamino)methyl)cyclohexyl)-[2,3'-bipyridine]-4,4'-diamine ClC1=CC(=C(C=N1)C1=NC=CC(=C1)NC1CC(C1)(F)F)NC1CCC(CC1)CN(C)C